[4-(6-chloro-3-pyridyl)triazol-1-yl]methyl-trimethyl-silane ClC1=CC=C(C=N1)C=1N=NN(C1)C[Si](C)(C)C